CC(C[C@@H](C(N[C@H](C=O)C[C@H]1C(NCC1)=O)=O)NC(OC1(CC1)CC=1C=NC=CC1)=O)C 1-(pyridin-3-ylmethyl)cyclopropyl ((S)-4-methyl-1-oxo-1-(((S)-1-oxo-3-((S)-2-oxopyrrolidin-3-yl)propan-2-yl)amino)pentan-2-yl)carbamate